5-(2-((tert-Butyldimethylsilyl)oxy)ethyl)-6-chloro-1-(tetrahydro-2H-pyran-2-yl)-4-(4,4,5,5-tetramethyl-1,3,2-dioxaborolan-2-yl)-1H-indazole [Si](C)(C)(C(C)(C)C)OCCC=1C(=C2C=NN(C2=CC1Cl)C1OCCCC1)B1OC(C(O1)(C)C)(C)C